(M)-6-Chloro-7-(2-fluorophenyl)-1-(4-methyl-2-(2-propanyl)-3-pyridinyl)-4-((1R,5S)-6-(2-propenoyl)-3,6-diazabicyclo[3.1.1]heptan-3-yl)pyrido[2,3-d]pyrimidin-2(1H)-one ClC1=CC2=C(N(C(N=C2N2C[C@@H]3N([C@H](C2)C3)C(C=C)=O)=O)C=3C(=NC=CC3C)C(C)C)N=C1C1=C(C=CC=C1)F